NCC1=NNC(C2=CC=C(C=C12)C=1C=NN(C1N1C(C2(C3=CC=CC=C13)CC2)=O)C)=O (4-(4-(aminomethyl)-1-oxo-1,2-dihydro-phthalazin-6-yl)-1-methyl-1H-pyrazol-5-yl)spiro[cyclopropane-1,3'-indoline]-2'-one